4-(piperazin-1-yl)phenyl-phenylalanine N1(CCNCC1)C1=CC=C(C=C1)N[C@@H](CC1=CC=CC=C1)C(=O)O